2-[(4-methoxyphenyl)methoxy]propane-1,3-diyl bis(4-methylbenzene-1-sulfonate) CC1=CC=C(C=C1)S(=O)(=O)OCC(COS(=O)(=O)C1=CC=C(C=C1)C)OCC1=CC=C(C=C1)OC